C(#N)C1=CC=C(C=C1)C(C(=O)N)C1=CC=CC=2N1C=NC2 (4-cyanophenyl)-2-(imidazo[1,5-a]pyridin-5-yl)acetamide